NC=1N=NC(=CC1N1CCN(CC1)CCC(=O)O)C1=C(C=CC=C1)O 3-(4-(3-amino-6-(2-hydroxyphenyl)pyridazin-4-yl)piperazin-1-yl)propionic acid